C1(CC1)C(=O)NC1=NC=C(C(=O)NC([2H])([2H])[2H])C(=C1)NC1=C(C=2N(C=C1)N=CC2)OC 6-(Cyclopropanecarboxamido)-4-((4-methoxypyrazolo[1,5-a]pyridin-5-yl)amino)-N-(methyl-d3)nicotinamide